fluoro-2-(2-fluoro-4-iodo-phenylamino)-benzamide FC=1C(=C(C(=O)N)C=CC1)NC1=C(C=C(C=C1)I)F